(rac)-12-Methoxy-1-[3-(5,6,7,8-tetrahydronaphthalin-1-yloxy)propyl]-4,5,7,8-tetrahydro-10,14-(metheno)[1,4,7]dioxazacyclotetradecino[9,8,7-hi]indol COC=1C=C2C=3C=CC=C4C(=CN(C34)CCOCCOC(C1)=C2)CCCOC2=CC=CC=1CCCCC21